NC1=NC=C(C2=C1C(=NN2C)C2=CC(=C(C=C2)NS(=O)(=O)C(F)F)F)C=2C=NN(C2)C2CCNCC2 N-(4-{4-amino-1-methyl-7-[1-(piperidin-4-yl)-1H-pyrazol-4-yl]-1H-pyrazolo[4,3-c]pyridin-3-yl}-2-fluorophenyl)-1,1-difluoromethanesulfonamide